(R)-6-(benzyloxy)-2,5,7,8-tetramethyl-2-(4-methylpent-3-en-1-yl)chromane C(C1=CC=CC=C1)OC=1C(=C2CC[C@](OC2=C(C1C)C)(CCC=C(C)C)C)C